BrC1=CC(=C(C=C1)NC(=O)C1CCN(CC1)C)C(N)=O N-(4-bromo-2-carbamoylphenyl)-1-methylpiperidine-4-carboxamide